S(=O)(=O)([O-])[O-].C(C1=CC=CC=C1)[N+](CC)(CC)CC.C(C1=CC=CC=C1)[N+](CC)(CC)CC bis(benzyltriethylammonium) sulfate